N1C=CC2=NC(=CC=C21)OC=2C=C(C=CC2)C=2NC(=CN2)C(C)(O)C2=CC=CC=C2 1-(2-(3-((1H-Pyrrolo[3,2-b]pyridin-5-yl)oxy)phenyl)-1H-imidazol-5-yl)-1-phenylethan-1-ol